C(C)OC(=O)C=1C(=NC(=NC1)SC)NC1CCCC1 (cyclopentylamino)-2-(methylthio)pyrimidine-5-carboxylic acid ethyl ester